CC(C)(SC=1C(=C(C(=CC1)C(C)(C)C)O)C(C)(C)C)SC=1C(=C(C(=CC1)C(C)(C)C)O)C(C)(C)C 4'-[propane-2,2-diylbis(sulfanediyl)]bis[2,6-bis(1,1-dimethylethyl)phenol]